FC=1C(=CC2=C(OC(CO2)(C)C)C1)C(C)O 1-(7-fluoro-2,2-dimethyl-2,3-dihydrobenzo[b][1,4]dioxin-6-yl)ethan-1-ol